C(C)(C)(C)OC(NC1CN(CC12C(CCO2)C)C2=CC1=C(C[C@H](CO1)N)C=C2)=O N-[7-[(3R)-3-amino-3,4-dihydro-2H-1-benzopyran-7-yl]-4-methyl-1-oxa-7-azaspiro[4.4]nonan-9-yl]carbamic acid tert-butyl ester